COC(=O)C1=NC(=CC(=C1Cl)NC(C)=O)Cl 4-acetamido-3,6-dichloropyridine-2-carboxylic acid methyl ester